NC1=CC=C2C(=N1)[C@H]([C@H](OC2=O)C)C (7R,8R)-2-Amino-7,8-dimethyl-7,8-dihydro-5H-pyrano[4,3-b]pyridin-5-one